(S)-3-((5-isopropyl-2-nitrophenyl)amino)piperidine-1-carboxylic acid tert-butyl ester C(C)(C)(C)OC(=O)N1C[C@H](CCC1)NC1=C(C=CC(=C1)C(C)C)[N+](=O)[O-]